O=CCCC(=O)C1N(CCOC1)C(=O)N 4-oxo-butyryl-morpholinamide